C1(=CC=CC=C1)C(C1=CC=CC=C1)=NC1=NC=C(C(=O)NCC=2N=COC2)C(=C1)NC(C)C 6-((diphenylmethylene)amino)-4-(isopropylamino)-N-(oxazol-4-ylmethyl)nicotinamide